(5,5-difluoro-3-methylpiperidin-3-yl)methanol FC1(CC(CNC1)(C)CO)F